[C@H]12CN(C[C@H](CC1)N2)C=2C1=C(N=C(N2)OCC23CCCN3CCC2)C(=C(N=C1)C1=C(C=CC=C1)SC)F 4-((1R,5S)-3,8-diazabicyclo[3.2.1]octan-3-yl)-8-fluoro-7-(2-(methylthio)phenyl)-2-((tetrahydro-1H-pyrrolizin-7a(5H)-yl)methoxy)pyrido[4,3-d]pyrimidine